bis(phenyl)biphenyl C1(=CC=CC=C1)C1=CC=C(C=C1)C1=CC=C(C=C1)C1=CC=CC=C1